benzoic acid [(2S,6R)-6-(2,4-dioxopyrimidin-1-yl)-2-(triisopropylsiloxymethyl)-1,4-dioxane-2-yl]-methyl ester O=C1N(C=CC(N1)=O)[C@H]1COC[C@@](O1)(CO[Si](C(C)C)(C(C)C)C(C)C)COC(C1=CC=CC=C1)=O